BrC=1C(=C2C3=C(N=CN=C3C1F)N1[C@H](CO2)CN(CC1)C(=O)OC(C)(C)C)Cl tert-butyl (8aS)-5-bromo-6-chloro-4-fluoro-8a,9,11,12-tetrahydropyrazino[2',1':3,4][1,4]oxazepino[5,6,7-de]quinazoline-10(8H)-carboxylate